N=1N(N=CC1)C1=C(C=CC=C1)C(=O)N1[C@@H]2[C@@H](C[C@H](C1)C2)NC2=NC=C(C=C2F)C(F)(F)F (2-(2H-1,2,3-triazol-2-yl)phenyl)((1S,4S,6R)-6-((3-fluoro-5-(trifluoromethyl)pyridin-2-yl)amino)-2-azabicyclo[2.2.1]heptan-2-yl)methanone